FC(C(C)(O)C=1N=CC=2N(C1)C(=CN2)C2=NC(=NC=C2)N[C@H]2CNCC[C@@H]2F)(F)F 1,1,1-trifluoro-2-(3-(2-(((3S,4S)-4-fluoropiperidin-3-yl)amino)pyrimidin-4-yl)imidazo[1,2-a]pyrazin-6-yl)propan-2-ol